[Co]=O.[Sr] Strontium-Cobalt-Oxid